ethyl 2-{2-[2-(3-{2-acetyl-2-azaspiro[3.3]heptan-6-yl}-5'-fluoro-1'-methyl-[4,6'-biindazol]-1-yl)-N-methylacetamido]acetamido}acetate C(C)(=O)N1CC2(C1)CC(C2)C2=NN(C=1C=CC=C(C21)C2=C(C=C1C=NN(C1=C2)C)F)CC(=O)N(C)CC(=O)NCC(=O)OCC